Cl.C1(CC1)[C@H](N)C1=NC=C(C=C1)C(F)(F)F (S)-cyclopropyl(5-(trifluoromethyl)pyridin-2-yl)methanamine hydrochloride